(5-methyl-1,2,4-oxadiazol-3-yl)propionic acid ethyl ester C(C)OC(C(C)C1=NOC(=N1)C)=O